(2R,4S)-N-((2S)-1-((2-amino-6,7-dihydro-5H-cyclopenta[b]pyridin-5-yl)amino)-1-oxopropan-2-yl)-4-phenylpiperidine-2-carboxamide NC1=CC=C2C(=N1)CCC2NC([C@H](C)NC(=O)[C@@H]2NCC[C@@H](C2)C2=CC=CC=C2)=O